ClC=1C=C2C(=NC(=NC2=C(C1C1=CC=CC2=C1N=C(S2)N)F)N2CC1(CCN1)C2)N2CCNCC2 4-[6-chloro-2-(1,6-diazaspiro[3.3]heptan-6-yl)-8-fluoro-4-piperazin-1-yl-quinazolin-7-yl]-1,3-benzothiazol-2-amine